2,5-DIHYDROBENZOIC ACID C(C=1CC=CCC1)(=O)O